4-(3-methylphenyl)-3-phenyl-3,6-dihydro-2H-1,3,5-oxadiazine CC=1C=C(C=CC1)C=1N(COCN1)C1=CC=CC=C1